BrCC(=O)C1COC2=C(O1)C=CC(=C2)C(=O)NC(C)(C)C 2-(2-bromoacetyl)-N-tert-butyl-2,3-dihydro-1,4-benzodioxine-6-carboxamide